NC1C(N(CC1)C1=CC(=C(C=C1)Br)F)=O 3-Amino-1-(4-bromo-3-fluorophenyl)pyrrolidin-2-one